NC([C@H](C[C@H]1C(NC(C1)(C)C)=O)NC([C@H](CC(C)(C)C)NC([C@H](C(C)(C)C)NC(C(F)(F)F)=O)=O)=O)=O (S)-N-((S)-1-amino-3-((R)-5,5-dimethyl-2-oxopyrrolidin-3-yl)-1-oxopropan-2-yl)-2-((S)-3,3-dimethyl-2-(2,2,2-trifluoroacetamido)butanamido)-4,4-dimethylpentanamide